C(C(C)C)P1C2CCCC(CC1)C2 2-isobutyl-2-phospha-bicyclo-[3.3.1]nonane